4-{2-methyl-5H,6H,7H-pyrazolo[1,5-a]pyrimidin-4-yl}-4-oxo-N-{3-[3-(trifluoromethyl)phenyl]-1,2-oxazol-5-yl}butanamide CC1=NN2C(N(CCC2)C(CCC(=O)NC2=CC(=NO2)C2=CC(=CC=C2)C(F)(F)F)=O)=C1